C(C)(C)(C)NCCOC(C(=C)C)=O 2-(N-tert.-Butylamino)ethylmethacrylat